C(C)(C)(C)OC(=O)N[C@H](CCC(=O)OCC)C(=O)OCC1=CC=CC=C1 1-benzyl 5-ethyl (tert-butoxycarbonyl)-D-glutamate